FC=1C=C2C(CC3(NC2=C(C1)C)CCNCC3)=O 6'-fluoro-8'-methyl-1'H-spiro[piperidine-4,2'-quinolin]-4'(3'H)-one